N[C@H]1CN(CCC1)[C@@H]1[C@H](C2=CC(=CC(=C2C1)Cl)Cl)OC1=CC(=CC=C1)F 4-[[(1s,2s)-2-[(3R)-3-aminopiperidin-1-yl]-4,6-dichloro-2,3-dihydro-1H-inden-1-yl]oxy]-2-fluorobenzene